N1(CCOCC1)C1=NC=C(C=N1)NC(=O)N[C@@H](C(F)(F)F)C=1OC2=C(C1C)C=C(C=C2)F 1-[2-(morpholin-4-yl)pyrimidin-5-yl]-3-[(1R)-2,2,2-trifluoro-1-(5-fluoro-3-methyl-1-benzofuran-2-yl)ethyl]urea